(1-((2-(trimethylsilyl)ethoxy)methyl)-1H-1,2,4-triazol-5-yl)methanol C[Si](CCOCN1N=CN=C1CO)(C)C